2-((tert-butyldimethylsilyl)oxy)-3-(4-(4,4,5,5-tetramethyl-1,3,2-dioxaborolan-2-yl)-1H-pyrazol-1-yl)propylcarbamate [Si](C)(C)(C(C)(C)C)OC(CNC([O-])=O)CN1N=CC(=C1)B1OC(C(O1)(C)C)(C)C